dimethyl-propyl-cyclohexanol methyl-((1R,3S)-3-((4-(4-fluoro-1-isopropyl-1H-benzo[d]imidazol-6-yl)-5-methylpyridin-2-yl)carbamoyl)cyclohexyl)carbamate CN(C(=O)OC1(CCC(CC1)(C)C)CCC)[C@H]1C[C@H](CCC1)C(NC1=NC=C(C(=C1)C=1C=C(C2=C(N(C=N2)C(C)C)C1)F)C)=O